2-(3-(2-(((R)-phenyl((R)-1,2,3,4-tetrahydropyrido[2,3-b]pyrazin-3-yl)methyl)amino)ethyl)phenyl)acetonitrile C1(=CC=CC=C1)[C@H]([C@H]1CNC2=C(N1)N=CC=C2)NCCC=2C=C(C=CC2)CC#N